propenyl-dimethyl-chlorosilane C(=CC)[Si](Cl)(C)C